3-(4,5-dimethylthiazol-2-yl)-2,5-diphenyltriazole bromide [Br-].CC=1N=C(SC1C)N1N(NC(=C1)C1=CC=CC=C1)C1=CC=CC=C1